4-[(E)-3-[4-(Carboxymethylsulfamoyl)phenyl]-3-oxoprop-1-enyl]benzoic acid C(=O)(O)CNS(=O)(=O)C1=CC=C(C=C1)C(/C=C/C1=CC=C(C(=O)O)C=C1)=O